2-methoxy-4-(oxiranyl)phenol COC1=C(C=CC(=C1)C1OC1)O